C(=O)(OCC1C2=CC=CC=C2C2=CC=CC=C12)N[C@](C)(CC)C(=O)O Fmoc-D-isovaline